2-((6-(4-(2-aminoethoxy)piperidin-1-yl)-3,5-dicyano-4-ethylpyridin-2-yl)sulfanyl)-2-phenylacetamide NCCOC1CCN(CC1)C1=C(C(=C(C(=N1)SC(C(=O)N)C1=CC=CC=C1)C#N)CC)C#N